8-fluoro-7-((4-(2-fluoro-8-(methylamino)-1,7-naphthyridin-3-yl)piperazin-1-yl)methyl)-3-methyl-1,5-naphthyridin-2(1H)-one FC=1C(=CN=C2C=C(C(NC12)=O)C)CN1CCN(CC1)C=1C(=NC2=C(N=CC=C2C1)NC)F